CC1CC2(CC(N(C2)C2=NC=CC(=C2)C(F)(F)F)=O)CC(N1C(=O)OC(C)(C)C)C tert-butyl 7,9-dimethyl-3-oxo-2-(4-(trifluoromethyl)pyridin-2-yl)-2,8-diazaspiro[4.5]decane-8-carboxylate